C1(CCC1)CC1=CC=C2C(=N1)NC=C2C=2C=C1C(CNC(C1=CC2)=O)(C)C 6-(6-(cyclobutylmethyl)-1H-pyrrolo[2,3-b]pyridin-3-yl)-4,4-dimethyl-3,4-dihydroisoquinolin-1(2H)-one